(S)-2-amino-3-(4-(4-((R)-1-(5-chloro-3'-fluoro-[1,1'-biphenyl]-2-yl)-2,2,2-trifluoroethoxy)thieno[3,2-d]pyrimidine-7-yl)phenyl)propionic acid hydrochloride Cl.N[C@H](C(=O)O)CC1=CC=C(C=C1)C1=CSC2=C1N=CN=C2O[C@@H](C(F)(F)F)C2=C(C=C(C=C2)Cl)C2=CC(=CC=C2)F